C(CCS(=O)(=O)OCCCC)S(=O)(=O)OCCCC dibutyl 1,3-propanedisulfonate